FC=1C=C(C=CC1[C@H](CN[C@@H]([C@H]1CNC2=CC=CN=C2C1)C1=CC=CC=C1)C)CC(=O)O |&1:7| 2-(3-fluoro-4-((R and S)-1-(((S)-phenyl((R)-1,2,3,4-tetrahydro-1,5-naphthyridin-3-yl)methyl)amino)propan-2-yl)phenyl)acetic acid